2-(6-(2-ethyl-5-fluoro-4-hydroxyphenyl)-1H-indazol-3-yl)-4,6-dihydropyrrolo[3,4-d]imidazole-5(1H)-Carboxylic acid methyl ester COC(=O)N1CC=2NC(=NC2C1)C1=NNC2=CC(=CC=C12)C1=C(C=C(C(=C1)F)O)CC